P(=O)(OC1=C(C=C(C=C1)OC)CC(C)OC(C(=C)C)=O)(O)[O-] 2-methacryloyloxypropyl-(4-methoxyphenyl) hydrogen phosphate